[Si](C)(C)(C(C)(C)C)O[C@@H](C(=O)OCC1=CC=CC=C1)CC1=CC=C(C=C1)N1CCC(CC1)(F)F Benzyl (2R)-2-[(tert-butyldimethylsilyl)oxy]-3-[4-(4,4-difluoropiperidin-1-yl)phenyl]propanoate